BrC1=CC(=CC2=C1N1C(=N2)COCC1)C(=O)OC Methyl 6-bromo-3,4-dihydro-1H-[1,4]oxazino[4,3-a]benzimidazole-8-carboxylate